NCC=1OC2=C(C1)C=C(C=C2Cl)C2=CC=C(C=C2)C(=O)N2CCN(CC2)C (4-(2-(aminomethyl)-7-chlorobenzofuran-5-yl)phenyl)(4-methylpiperazin-1-yl)methanone